C(C)(C)(C)C1=C(C=C(C(=C1)O)C(C)(C)C)OP(OC1=C(C=C(C(=C1)C(C)(C)C)O)C(C)(C)C)O.C(C)C=1NC(=C(N1)C)CN(CC1=C(N=C(N1)CC)C)CCC N,N-bis-(2-ethyl-4-methylimidazol-5-ylmethyl)aminopropane bis(2,5-di-tert-butyl-4-hydroxyphenyl)phosphite